Cl.COC(=O)[C@@H]1CNCC[C@H]1NC(=O)C1=NOC(=C1)C1=C(C=C(C=C1)F)F (3R,4R)-4-{[5-(2,4-difluoro-phenyl)-isoxazole-3-carbonyl]-amino}-piperidine-3-carboxylic acid methyl ester hydrochloride